BrCC(=O)C1=C(C=C(C=C1)Br)Cl 2-Bromo-1-(4-bromo-2-chlorophenyl)ethan-1-one